CN1C(N(CC1)C)=O N,N'-Dimethyltetrahydroimidazolone